4-hydroxy-2,3-dimethoxybenzaldehyde OC1=C(C(=C(C=O)C=C1)OC)OC